2-amino-5-(4-((1s,5r)-3-(4,4-difluorocyclohexyl)-3-azabicyclo[3.1.0]hex-1-yl)phenyl)nicotinic acid NC1=C(C(=O)O)C=C(C=N1)C1=CC=C(C=C1)[C@]12CN(C[C@@H]2C1)C1CCC(CC1)(F)F